C(C)(C)(C)C=1C=CC=2N(C3=CC=C(C=C3C2C1)C(C)(C)C)C=1C=C(C=CC1)O 3-(3,6-di-tert-butyl-9H-carbazol-9-yl)phenol